FC=1C=CC(=C(C(=O)N(C(C)C)C(C)C)C1)OC=1C(=NC=NC1)N1CC2(C1)CCN(CC2)C(=O)[C@H]2N[C@@H]1C(C[C@H]2CC1)=C 5-fluoro-2-[(4-{7-[(1S,3S,4R)-6-methylene-2-azabicyclo[2.2.2]octane-3-carbonyl]-2,7-diazaspiro[3.5]non-2-yl}pyrimidin-5-yl)oxy]-N,N-di(propan-2-yl)benzamide